FC(C1=C(C=C(C(=O)N)C=C1)[2H])(F)F 4-(trifluoromethyl)benzamide-3-d